3-(N-((4-Fluoro-2-(2-isopropoxypyridin-4-yl)-6-isopropyl-phenyl)carbamoyl)sulfamoyl)-N,N-bis(2-methoxyethyl)-1-methyl-1H-pyrazole-5-carboxamide, sodium salt [Na].FC1=CC(=C(C(=C1)C(C)C)NC(=O)NS(=O)(=O)C1=NN(C(=C1)C(=O)N(CCOC)CCOC)C)C1=CC(=NC=C1)OC(C)C